ClC=1C(=C(C=CC1)NC(=O)C1=CC(=CC=2NC(=NC21)C(COC)(C)C)NC(=O)C2=C(C=CC=C2)C(F)(F)F)C N-(3-chloro-2-methylphenyl)-2-(1-methoxy-2-methylpropan-2-yl)-6-({[2-(trifluoromethyl)phenyl]carbonyl}amino)-1H-benzimidazole-4-carboxamide